ClC1=C(C=C(OCC(=O)N[C@@H]2[C@@H]3CC[C@H](C2)N3C#N)C=C1)C(F)(F)F |r| racemic-2-(4-chloro-3-(trifluoromethyl)phenoxy)-N-((1S,2S,4R)-7-cyano-7-azabicyclo[2.2.1]heptan-2-yl)acetamide